6-(4-chlorophenyl)-3-(1-hydroxy-3-methylbut-2-yl)-8-(pyridin-3-yl)pyrido[3,4-d]pyrimidin-4(3H)-one ClC1=CC=C(C=C1)C1=CC2=C(N=CN(C2=O)C(CO)C(C)C)C(=N1)C=1C=NC=CC1